R-Cyclohexyl-phenyl-glycolic acid C1(CCCCC1)[C@@](C(=O)O)(O)C1=CC=CC=C1